2,2'-{[3,3',5,5'-tetrakis(dibenzo[b,d]thiophen-4-yl)[1,1'-biphenyl]-4,4'-diyl]bis(oxy)}di(ethan-1-ol) C1=CC=C(C=2SC3=C(C21)C=CC=C3)C=3C=C(C=C(C3OCCO)C3=CC=CC2=C3SC3=C2C=CC=C3)C3=CC(=C(C(=C3)C3=CC=CC2=C3SC3=C2C=CC=C3)OCCO)C3=CC=CC2=C3SC3=C2C=CC=C3